(R)-6-bromo-4-((1-(3-(difluoromethyl)-2-fluorophenyl)ethyl)amino)-2-methylpyrido[3,4-d]Pyrimidine-8(7H)-one BrC1=CC2=C(N=C(N=C2N[C@H](C)C2=C(C(=CC=C2)C(F)F)F)C)C(N1)=O